6-(tetrahydrofuran-3-yl)-6H-thieno[2,3-b]pyrrole-5-carbaldehyde O1CC(CC1)N1C2=C(C=C1C=O)C=CS2